[N+](=O)([O-])C1=CC=CC(=C1)[N+](=O)[O-] 4,6-dinitrobenzene